[C@@H]12[C@@H](CC[C@@H](CC1)N2)OC2=CN=CC(=N2)NC2=NNC(=C2)OC(F)F 6-(((1S,2R,5R)-8-azabicyclo[3.2.1]octan-2-yl)oxy)-N-(5-(difluoromethoxy)-1H-pyrazol-3-yl)pyrazin-2-amine